C(\C=C\C(=O)OC(C)C)(=O)OC(C)C Di-isopropyl fumarate